methylene-bis(2-tert-butylphenol) C(C=1C(=C(C=CC1)O)C(C)(C)C)C=1C(=C(C=CC1)O)C(C)(C)C